2,4-dimethoxy-N-(5-(3-methylthiophene-2-yl)-1,3,4-oxadiazol-2-yl)benzamide COC1=C(C(=O)NC=2OC(=NN2)C=2SC=CC2C)C=CC(=C1)OC